C1(CCCC1)CC1=CC=C(S1)C1=C(C(=NC=C1)N)N 4-[5-(Cyclopentylmethyl)-thienyl]Pyridine-2,3-diamine